FC1=CC2=CNN=C2C=C1COC1=CC=CC(=N1)C1CCN(CC1)CC1=NC2=C(N1C[C@H]1OCC1)C=C(C=C2)C(=O)O (S)-2-((4-(6-((5-fluoro-2H-Indazol-6-yl)methoxy)pyridin-2-yl)piperidin-1-yl)methyl)-1-(oxetan-2-ylmethyl)-1H-benzo[d]imidazole-6-carboxylic acid